N-(4-(4-(6-(4,4-difluoropiperidin-1-yl)-5-fluoropyridin-2-yl)-1H-1,2,3-triazol-1-yl)-3-(6-azaspiro[2.5]octan-6-yl)phenyl)methanesulfonamide FC1(CCN(CC1)C1=C(C=CC(=N1)C=1N=NN(C1)C1=C(C=C(C=C1)NS(=O)(=O)C)N1CCC2(CC2)CC1)F)F